1-(2,4-dichlorobenzyl)-1H-indazole-3-carboxylic acid ethyl ester C(C)OC(=O)C1=NN(C2=CC=CC=C12)CC1=C(C=C(C=C1)Cl)Cl